3-bromo-5-(2-methoxy-2-methylpropoxy)benzoic acid methyl ester COC(C1=CC(=CC(=C1)OCC(C)(C)OC)Br)=O